C1=C(NN=C1)[N+](=O)[O-] Nitropyrazole